BrC=1C(=C(C=CC1)N1C(C=C(C=C1)CN(C(OC(C)(C)C)=O)CCO)=O)C tert-butyl ((1-(3-bromo-2-methylphenyl)-2-oxo-1,2-dihydropyridin-4-yl)methyl)(2-hydroxyethyl)carbamate